2-((4-((2-(6-methylpyridin-2-yl)pyrimidin-4-yl)amino)pyrimidin-2-yl)amino)thiazole-5-carboxylic acid CC1=CC=CC(=N1)C1=NC=CC(=N1)NC1=NC(=NC=C1)NC=1SC(=CN1)C(=O)O